CS(=C(S)S)C.C(SC)(SC)=S dimethyl trithiocarbonate (dimethyl carbonotrithioate)